FC1=C(C=CC(=C1)F)C1=C(NC=2C3=C(CCC12)C=CC=C3)C(=O)O 3-(2,4-difluorophenyl)-4,5-dihydro-1H-benzo[g]indole-2-carboxylic acid